4-(1,6-dimethyl-1H-indazol-7-yl)-7,7-dimethyl-2-(2-(2-propenoyl)-2,6-diazaspiro[3.4]octan-6-yl)-5,6,7,8-tetrahydro-1,6-naphthyridine-3-carbonitrile CN1N=CC2=CC=C(C(=C12)C1=C(C(=NC=2CC(NCC12)(C)C)N1CC2(CN(C2)C(C=C)=O)CC1)C#N)C